ClC=1C=C(NC=2C3=C(N=CN2)SC=C3C3CCN(CC3)C(C=C)=O)C=CC1OCC1=NC=CC=C1 1-[4-[4-[3-chloro-4-(2-pyridylmethoxy)anilino]thieno[2,3-d]pyrimidin-5-yl]-1-piperidyl]prop-2-en-1-one